N1(N=CC=C1)C1=CC=C(CN2C(N3C(C(=C2)C(=O)N[C@@H]2[C@H](COCC2)O)=NC=C3)=O)C=C1 6-(4-(1H-pyrazol-1-yl)benzyl)-N-((3R,4S)-3-hydroxytetrahydro-2H-pyran-4-yl)-5-oxo-5,6-dihydroimidazo[1,2-c]pyrimidine-8-carboxamide